C(=O)O.C(#N)C1=CC(=C(C=C1)SCC1=CC=CC(=N1)OC1CCN(CC1)CC1=NC2=C(N1CC1(CC1)CC#N)C=C(C=C2)C(=O)O)F 2-((4-((6-((4-cyano-2-fluorophenylthio)methyl)pyridin-2-yl)oxy)piperidine-1-yl)methyl)-1-((1-(cyanomethyl)cyclopropyl)methyl)-1H-benzo[d]imidazole-6-carboxylic acid formate